CC1=C(N=NC(=C1)C)C#N 4,6-dimethylpyridazin-3-carbonitrile